NC1=CC(=CC(=C1)C)C 1-amino-3,5-xylene